tert-butyl 3-(2-azidoethyl)-3-phenylazetidine-1-carboxylate N(=[N+]=[N-])CCC1(CN(C1)C(=O)OC(C)(C)C)C1=CC=CC=C1